2-ethylsulfanyl-4,5-diphenyl-oxazole C(C)SC=1OC(=C(N1)C1=CC=CC=C1)C1=CC=CC=C1